tert-butyl (2S)-4-[(3-{3-[(4-methoxyphenyl)methyl]-2,4-dioxo-1,3-diazinan-1-yl}imidazo[1,2-a]pyridin-7-yl)methyl]-2-methylpiperazine-1-carboxylate COC1=CC=C(C=C1)CN1C(N(CCC1=O)C1=CN=C2N1C=CC(=C2)CN2C[C@@H](N(CC2)C(=O)OC(C)(C)C)C)=O